C([C@@H](O)C1=CC=CC=C1)(=O)O L-mandelic acid